dimethyl 3,3'-dithiobispropionimidate-2HCl Cl.Cl.C(CCSSCCC(OC)=N)(OC)=N